CN(S(=O)(=O)C1=CC=C(C=C1)C1=CNC=2N=C(N=C(C21)SC)NC2=CC=C(C=C2)CN2CCN(CC2)C)C N,N-dimethyl-4-(2-((4-((4-methylpiperazin-1-yl)methyl)phenyl)amino)-4-(methylthio)-7H-pyrrolo[2,3-d]pyrimidin-5-yl)benzenesulfonamide